Methyl (S)-7-((3,4-difluorophenyl)carbamoyl)-6-methyl-5,6,7,8-tetrahydroimidazo[1,5-a]pyrazine-1-carboxylate FC=1C=C(C=CC1F)NC(=O)N1CC=2N(C[C@@H]1C)C=NC2C(=O)OC